N-[2-[6-[4-[4-[(2,6-dioxo-3-piperidinyl)amino]phenyl]-1-piperidinyl]hexyl]-7-isopropoxy-imidazo[1,2-a]pyridin-6-yl]-6-(trifluoromethyl)pyridine-2-carboxamide formate C(=O)O.O=C1NC(CCC1NC1=CC=C(C=C1)C1CCN(CC1)CCCCCCC=1N=C2N(C=C(C(=C2)OC(C)C)NC(=O)C2=NC(=CC=C2)C(F)(F)F)C1)=O